C1(CCCCC1)C1=C(C(=O)N)C=C(C(=N1)F)F cyclohexyl-5,6-difluoronicotinamide